(cis)-3-[(4-bromo-2-nitrophenyl)amino]-1-methylcyclobutan-1-ol BrC1=CC(=C(C=C1)NC1CC(C1)(O)C)[N+](=O)[O-]